1-[2-(1H-1,2,3-benzotriazol-1-yl)acetyl]-4-fluoro-N-{[3-fluoro-4-(1-methylcyclopropyl)phenyl](phenyl)methyl}pyrrolidine-2-carboxamide N1(N=NC2=C1C=CC=C2)CC(=O)N2C(CC(C2)F)C(=O)NC(C2=CC=CC=C2)C2=CC(=C(C=C2)C2(CC2)C)F